1-(1-(3-chloro-2-fluorophenyl)ethyl)-4-((3-fluoro-6-(thiazol-2-ylamino)pyridin-2-yl)methyl)-2-methylpiperidine-4-carboxylic acid ClC=1C(=C(C=CC1)C(C)N1C(CC(CC1)(C(=O)O)CC1=NC(=CC=C1F)NC=1SC=CN1)C)F